[I-].C(C1=CC=CC=C1)NC(C(CC[S+](C)C)NC(=O)OC(C)(C)C)=O (4-(benzylamino)-3-((tert-butoxycarbonyl)amino)-4-oxobutyl)dimethylsulfonium iodide